1-methyl-3-(2-ethylhexyl)imidazolium CN1C=[N+](C=C1)CC(CCCC)CC